CC=1C=2N(C=C(N1)C)N=C(C2)C=2N=C1N(C(C2)=O)C=C(C=C1)N1[C@@H]2CN([C@H](C1)C2)CC 2-(4,6-dimethylpyrazolo[1,5-a]pyrazin-2-yl)-7-[(1S,4S)-5-ethyl-2,5-diazabicyclo[2.2.1]hept-2-yl]-4H-pyrido[1,2-a]pyrimidin-4-one